(E)-5-(3-Fluorophenyl)nicotinaldehyde oxide FC=1C=C(C=CC1)C=1C=[N+](C=C(C=O)C1)[O-]